C(N)(OCCC(OC)(OC)C)=O methyldimethoxypropyl carbamate